CC=1OCCN1 2-Methyl-oxazoline